BrC1=CC=C2CCN(C2=C1)C(/C=C/C(=O)OCC)=O ethyl (2E)-4-(6-bromo-2,3-dihydroindol-1-yl)-4-oxobut-2-enoate